CCCCCC(CCCC=CC=C(C=CC=CC=CC=CC(=O)O)O)O 10,17-dihydroxydocosahexaenoic acid